6-(6-chloro-4-{3,9-diazabicyclo[3.3.1]non-9-yl}-8-fluoro-2-{[(2S)-1-methylpyrrolidin-2-yl]methoxy}quinazolin-7-yl)-4-methyl-5-(trifluoromethyl)pyridin-2-amine ClC=1C=C2C(=NC(=NC2=C(C1C1=C(C(=CC(=N1)N)C)C(F)(F)F)F)OC[C@H]1N(CCC1)C)N1C2CNCC1CCC2